ClC=1C=C(CN(C(OC(C)(C)C)=O)CCC(NCCCNC2=C3C=NN(C3=CC(=C2)C2=CC(NC=C2)=O)C2OCCCC2)=O)C=CC1OC(F)(F)F tert-butyl 3-chloro-4-(trifluoromethoxy)benzyl(3-oxo-3-((3-((6-(2-oxo-1,2-dihydropyridin-4-yl)-1-(tetrahydro-2H-pyran-2-yl)-1H-indazol-4-yl)amino)propyl)amino) propyl)carbamate